(2s,4s)-4-azido-1-((R)-2-((tert-butoxycarbonyl)amino)-3-cyclohexylpropionyl)pyrrolidine-2-carboxylic acid methyl ester COC(=O)[C@H]1N(C[C@H](C1)N=[N+]=[N-])C([C@@H](CC1CCCCC1)NC(=O)OC(C)(C)C)=O